[(2R,6R)-6-(3-benzoyl-2,4-dioxo-pyrimidin-1-yl)-2-(hydroxymethyl)-4-isopropyl-morpholin-2-yl]methyl benzoate C(C1=CC=CC=C1)(=O)OC[C@@]1(CN(C[C@@H](O1)N1C(N(C(C=C1)=O)C(C1=CC=CC=C1)=O)=O)C(C)C)CO